CN(C=1C(C(C1NCC1=CSC=C1)=O)=O)CC1=CC=C(C=C1)C1=NOC(=N1)C(F)(F)F 3-(methyl(4-(5-(trifluoromethyl)-1,2,4-oxadiazol-3-yl)benzyl)amino)-4-((thiophen-3-ylmethyl)amino)cyclobut-3-ene-1,2-dione